COC=1C=C(OCCC(C(=O)OC(C)(C)C)C)C=C(C1)[N+](=O)[O-] tert-butyl 4-(3-methoxy-5-nitrophenoxy)-2-methylbutanoate